OC1CCN(CC1)C1=CC=C(C=C1)C(\C=C\C1=CC=C(C=C1)OCCC(C)C)=O (E)-1-[4-(4-Hydroxypiperidin-1-yl)phenyl]-3-[4-(3-methylbutoxy)phenyl]prop-2-en-1-one